BrC=1C=CC(=C2C=C(N=CC12)Cl)CC(C=O)(F)F 3-(8-bromo-3-chloroisoquinolin-5-yl)-2,2-difluoropropanal